N[C@H](CC)C1(CN(C1)C(=O)C1=C(C(=C(C=C1)F)F)NC1=C(C=C(C=C1)I)F)O (R)-(3-(1-aminopropyl)-3-hydroxyazetidin-1-yl)(3,4-difluoro-2-(2-fluoro-4-iodophenylamino)phenyl)methanone